1,1'-bis(diphenylphosphino)-3-vinyl-ferrocene C1(=CC=CC=C1)P([C-]1C=C(C=C1)C=C)C1=CC=CC=C1.[C-]1(C=CC=C1)P(C1=CC=CC=C1)C1=CC=CC=C1.[Fe+2]